C(C)(=O)NC1=C(C=C(C=C1C(=O)O)C(=O)O)C(=O)O 2-(acetamido)benzene-1,3,5-tricarboxylic acid